ClC=1C=NC(=C(C(=O)NC2CCC(CC2)CN2C(N(C3=C2C=CC=C3)C3=CC(=NC=C3)N3C(N(CC3)C)=O)=O)C1)C 5-chloro-2-methyl-N-((1r,4r)-4-((3-(2-(3-methyl-2-oxoimidazolidin-1-yl)pyridin-4-yl)-2-oxo-2,3-dihydro-1H-benzo[d]imidazol-1-yl)methyl)cyclohexyl)nicotinamide